N-((4,6-dichloropyridin-3-yl)methyl)-N-methyl-2-phenylethylamine ClC1=C(C=NC(=C1)Cl)CN(C)CCC1=CC=CC=C1